tert-butyl (R)-((1-(3,6-dichloropyridine-2-carbonyl)-5,5-difluoropiperidin-2-yl)methyl)carbamate ClC=1C(=NC(=CC1)Cl)C(=O)N1[C@H](CCC(C1)(F)F)CNC(OC(C)(C)C)=O